CC1=CC=CC(=N1)C1=NC=CC(=N1)NC1=NC(=NC=C1)NC1=CC=C(C=C1)N1C(CNCC1)CC(=O)OC1CNC1 azetidin-3-yl 2-[1-[4-[[4-[[2-(6-methyl-2-pyridyl)pyrimidin-4-yl]amino]pyrimidin-2-yl]amino]phenyl]piperazin-2-yl]acetate